ClC1=CC=C(C=C1)C(CCS(=O)(=O)C1=CC=CC=C1)=O 1-(4-chlorophenyl)-3-(phenylsulfonyl)propan-1-one